C1(CC1)C1=CC(=NN1)C(F)F 5-cyclopropyl-3-(difluoromethyl)-1H-pyrazol